P(=O)(OC[C@@H]1O[C@H](CC1)N1C(NC(C(=C1)C)=O)=O)(OCCCC)O.[NH4+] ammonium ((2R,3S,5R)-5-(5-methyl-2,4-dioxopyrimidin-1(2H)-yl)-tetrahydrofuran-2-yl)-methyl butyl hydrogen phosphate